[Pd](O)O palladium(II) Hydroxide